N,N-dimethylsulphonamide CN(S(=O)=O)C